ClC=1C=CC2=C(CCC=3C(=NC=CC3)C2=C2CCN(CC2)CCN2N=NC(=C2)C(=O)O)C1 1-(2-(4-(8-chloro-5,6-dihydro-11H-benzo[5,6]cyclohepta[1,2-b]pyridin-11-ylidene)piperidin-1-yl)ethyl)-1H-1,2,3-triazole-4-carboxylic acid